N12C[C@H](C(CC1)CC2)OC(N[C@@H]2C(CCC1=CC(=CC=C21)C2=C(C=C(C=C2)OC)F)(C)C)=O (S)-quinuclidin-3-yl((R)-6-(2-fluoro-4-methoxyphenyl)-2,2-dimethyl-1,2,3,4-tetrahydronaphthalen-1-yl)carbamate